(1r,3S)-3-((4-cyano-3-methoxyphenoxy)-2,2,4,4-tetramethylcyclobutyl)-6-((S)-2-(hydroxymethyl)morpholino)pyridazine-3-ylFormamide C(#N)C1=C(C=C(OC2(C(CC2(C)C)(C)C)[C@]2(NN=C(C=C2)N2C[C@H](OCC2)CO)NC=O)C=C1)OC